3,5-dibromo-2-hydroxybenzoic acid BrC=1C(=C(C(=O)O)C=C(C1)Br)O